NCCOCCOCCC(=O)NC1=C(C(=O)NC=2SC(=C(N2)C)C)C=C(C=C1)N(C)C 2-(3-(2-(2-Aminoethoxy)ethoxy)propanamido)-5-(dimethylamino)-N-(4,5-dimethylthiazol-2-yl)benzamide